1,1-dimethyl-silacyclobutane C[Si]1(CCC1)C